BrC=1C=C2C(C(NC2=CC1)=O)=NN=C1SCC(N1C1=CC(=CC=C1)C(C)C)=O 5-bromo-3-(2-(3-(3-isopropylphenyl)-4-oxothiazolidin-2-ylidene)hydrazono)-1H-indol-2-one